ClC1=NC=CC=2C=3C(C(N(C12)C)C)=NN(N3)CC 6-chloro-2-ethyl-4,5-dimethyl-4,5-dihydro-2H-[1,2,3]triazolo[4,5-c][1,7]naphthyridine